(S)-1-(1-(5,7-difluoro-3-methylbenzofuran-2-yl)-2,2,2-trifluoroethyl)-3-(2-(3-hydroxy-3-methylazetidin-1-yl)pyrimidin-5-yl)urea FC=1C=C(C2=C(C(=C(O2)[C@@H](C(F)(F)F)NC(=O)NC=2C=NC(=NC2)N2CC(C2)(C)O)C)C1)F